CC1=CN=C2C(=N1)N(C=C2C=2SC=C(N2)C=2C=C(C=CC2)[C@@]2(CCN1C2=NC=C1)O)S(=O)(=O)C1=CC=C(C)C=C1 (R)-7-(3-(2-(3-Methyl-5-tosyl-5H-pyrrolo[2,3-b]pyrazin-7-yl)thiazol-4-yl)phenyl)-6,7-dihydro-5H-pyrrolo[1,2-a]imidazol-7-ol